methyl 1-(N-(1-((R)-1-(naphthalen-1-yl)ethyl)piperidin-4-yl)-N-(2-oxo-2-((2-oxo-2-(prop-2-yn-1-ylamino)ethyl)amino)ethyl)sulfamoyl)pyrrolidine-3-carboxylate C1(=CC=CC2=CC=CC=C12)[C@@H](C)N1CCC(CC1)N(S(=O)(=O)N1CC(CC1)C(=O)OC)CC(NCC(NCC#C)=O)=O